ClC=1C=C2C(=NC(=NC2=C(C1C1=C(C=CC=C1OCCCCCCC=O)F)F)OC[C@H]1N(CCC1)C)N1C[C@H](N(CC1)C(=O)OCC1=CC=CC=C1)CC#N (2R)-benzyl 4-(6-chloro-8-fluoro-7-(2-fluoro-6-((7-oxoheptyl)oxy)phenyl)-2-(((S)-1-methylpyrrolidin-2-yl)methoxy)quinazolin-4-yl)-2-(cyanomethyl)piperazine-1-carboxylate